C(C)(C)(C)C1=C(C=C(C=C1)NC(=O)C1N(CCC2=CC(=CC=C12)OC)C(=O)C1=CC(=NO1)O)F N-(4-tert-butyl-3-fluorophenyl)-2-((3-hydroxy-1,2-oxazol-5-yl)carbonyl)-6-methoxy-1,2,3,4-tetrahydroisoquinoline-1-carboxamide